FC1=C(C(=CC(=C1)OC1CN(C1)CCCF)F)[C@H]1N([C@@H](CC2=C1NC1=CC=CC=C21)C)CC(C#N)(C)C 3-[(1R,3R)-1-[2,6-difluoro-4-[1-(3-fluoropropyl)azetidin-3-yl]oxy-phenyl]-3-methyl-1,3,4,9-tetrahydropyrido[3,4-b]indol-2-yl]-2,2-dimethyl-propanenitrile